BrC=1C=NN(C1C)C[C@H](COC)O[Si](C)(C)C(C)(C)C (R)-4-bromo-1-(2-((tert-butyldimethylsilyl)oxy)-3-methoxypropyl)-5-methyl-1H-pyrazole